[Si](C)(C)(C(C)(C)C)OCCOCCNC1=CC(=C(C#N)C=C1C)F 4-((2-(2-((tert-butyldimethylsilyl)oxy)ethoxy)ethyl)amino)-2-fluoro-5-methylbenzonitrile